phenyl 2-fluoro-5-nitrobenzoate FC1=C(C(=O)OC2=CC=CC=C2)C=C(C=C1)[N+](=O)[O-]